Cl.FC1(C[C@H](CCC1)N)F (1S)-3,3-difluorocyclohexane-1-amine hydrochloride